N1C(=C(C=C1C(=O)[O-])C(=O)[O-])C(=O)[O-] 2,3,5-pyrroletricarboxylate